N-[4-amino-1-(2-trimethylsilylethoxymethyl)pyrazolo[4,3-c]pyridin-7-yl]-N'-benzyl-N'-isobutyl-oxamide NC1=NC=C(C2=C1C=NN2COCC[Si](C)(C)C)NC(=O)C(=O)N(CC(C)C)CC2=CC=CC=C2